C(C)(=O)N1CCC(CC1)NCC1=C(C=C(C=C1)C1=NC=CC(=C1Cl)C=1C(=C(C=CC1)NC(C1=NC=C(C=C1)CN(C)CCO)=O)C)OC N-(3-(2-(4-(((1-Acetylpiperidin-4-yl)amino)methyl)-3-methoxyphenyl)-3-chloropyridin-4-yl)-2-methylphenyl)-5-(((2-hydroxyethyl)(methyl)amino)methyl)picolinamide